C(CCCCCCCCC)#N Caprinonitril